Propyl 2-(3-(3-cyano-5-(trifluoromethyl)benzamido)propanamido)-4-methylthiazole-5-carboxylate C(#N)C=1C=C(C(=O)NCCC(=O)NC=2SC(=C(N2)C)C(=O)OCCC)C=C(C1)C(F)(F)F